CNN1C=NC(=C1C(=O)N)C1=CC=C(C=C1)C(NC1=NC=CC(=C1)C)=O 1-(methylamino)-4-(4-((4-methylpyridin-2-yl)carbamoyl)phenyl)-1H-imidazole-5-carboxamide